2-[3-(trifluoromethyl)phenyl]ethenone FC(C=1C=C(C=CC1)C=C=O)(F)F